2-hydroxy-4-(3,7-dihydroxy-3,4-dihydro-2H-chromen-2-yl)phenolate OC1=C(C=CC(=C1)C1OC2=CC(=CC=C2CC1O)O)[O-]